2-(4-acetamidophenyl)-N-((5-(2,6-dioxopiperidin-3-yl)-4-oxo-5,6-dihydro-4H-thieno[3,4-c]pyrrol-1-yl)methyl)-2-oxoacetamide C(C)(=O)NC1=CC=C(C=C1)C(C(=O)NCC=1SC=C2C1CN(C2=O)C2C(NC(CC2)=O)=O)=O